(S)-2-((4-(2-((4-Cyano-2-Fluorobenzyl)Oxy)Thiazol-4-yl)-3,6-Dihydropyridin-1(2H)-yl)Methyl)-3-(Oxetan-2-ylMethyl)-3H-Imidazo[4,5-b]Pyridine-5-Carboxylic Acid C(#N)C1=CC(=C(COC=2SC=C(N2)C=2CCN(CC2)CC2=NC=3C(=NC(=CC3)C(=O)O)N2C[C@H]2OCC2)C=C1)F